ClCC1=C(C=CC=C1)N1C(N(CC1)C1=CC=C(C=C1)Cl)=O 1-(2-chloromethylphenyl)-3-(4-chlorophenyl)imidazolin-2-one